(3S)-3-cyclopropylaminomethyl-4-hydroxypyrrolidine-1-carboxylate C1(CC1)NC[C@H]1CN(CC1O)C(=O)[O-]